CCCCCCCCCCCCCCCCCCCC n-Eicosane